[1,3,2]Oxazaborolidine O1BNCC1